N1N=CC(=C1)C=1C2=C(N=CN1)N(C=C2)COCC[Si](C)(C)C 4-(1H-pyrazol-4-yl)-7-(2-trimethylsilylethoxymethyl)-7H-pyrrolo[2,3-d]pyrimidine